C(N)(O)=O.CNC1=CC=C(C=C1)C methyl-p-toluidine carbamate